N-Fmoc-N'-[1-(4,4-dimethyl-2,6-dioxocyclohexylidene)ethyl]-D-lysine C(=O)(OCC1C2=CC=CC=C2C2=CC=CC=C12)N[C@H](CCCCNC(C)=C1C(CC(CC1=O)(C)C)=O)C(=O)O